6-(5,6-dimethoxy-1H-benzo[d]imidazol-2-yl)-7-((2-methoxy-1-(pyrimidin-2-yl)ethyl)amino)-2-methyl-2H-pyrazolo[4,3-b]pyridin-5(4H)-one COC1=CC2=C(NC(=N2)C2=C(C=3C(NC2=O)=CN(N3)C)NC(COC)C3=NC=CC=N3)C=C1OC